ClC1=CC=C(C=N1)N1N=CN=C1CNC(OC(C)(C)C)=O tert-butyl N-{[1-(6-chloropyridin-3-yl)-1H-1,2,4-triazol-5-yl]methyl}carbamate